5-heptanol dibenzoate C(C1=CC=CC=C1)(=O)O.C(C1=CC=CC=C1)(=O)O.CCCCC(CC)O